bis((7-(4-(4-(benzo[b]thiophen-4-yl)piperazin-1-yl)butoxy)-2-oxo-3,4-dihydroquinolin-1(2H)-yl)methyl) docosanedioate C(CCCCCCCCCCCCCCCCCCCCC(=O)OCN1C(CCC2=CC=C(C=C12)OCCCCN1CCN(CC1)C1=CC=CC=2SC=CC21)=O)(=O)OCN2C(CCC1=CC=C(C=C21)OCCCCN2CCN(CC2)C2=CC=CC=1SC=CC12)=O